C(C)(C)C1=C(C=CC=C1)C=1N=CC2=C(N1)C(=CN2)CC2=CC=C(C=C2)C=2N(C=C(N2)C(F)(F)F)C 2-(2-isopropylphenyl)-7-(4-(1-methyl-4-(trifluoromethyl)-1H-imidazol-2-yl)benzyl)-5H-pyrrolo[3,2-d]pyrimidine